2-hydroxy-2-Sulfoacetic acid disodium salt [Na+].[Na+].OC(C(=O)[O-])S(=O)(=O)[O-]